CC1=CC=C(O1)CN1C(=NC2=C1C=CC=C2N2CCN(CC2)C(=O)OC(C)(C)C)C(F)(F)F Tert-Butyl 4-(1-((5-Methylfuran-2-Yl)Methyl)-2-(Trifluoromethyl)-1H-Benzimidazol-4-yl)Piperazine-1-Carboxylate